(2-(1H-indol-3-yl)-1H-imidazol-4-yl)(3,4-dimethoxy-5-(methoxy-d3)phenyl)methanone N1C=C(C2=CC=CC=C12)C=1NC=C(N1)C(=O)C1=CC(=C(C(=C1)OC([2H])([2H])[2H])OC)OC